2-chloro-9-ethyl-6,8-bis(4-pyridyl)purine ClC1=NC(=C2N=C(N(C2=N1)CC)C1=CC=NC=C1)C1=CC=NC=C1